C(C)(C)(C)C1=NOC(=N1)C(=O)NCC1=C(C=C(C=C1)C1=NC=NN2C1=CC(=C2)N2CC(C(C2)OC)OC)C 3-(tert-butyl)-N-(4-(6-(3,4-dimethoxypyrrolidin-1-yl)pyrrolo[2,1-f][1,2,4]triazin-4-yl)-2-methylbenzyl)-1,2,4-oxadiazole-5-carboxamide